ethyl 2-[(4-tert-butylphenyl)formamido]acetate C(C)(C)(C)C1=CC=C(C=C1)C(=O)NCC(=O)OCC